1-(pyrrolidin-3-ylmethyl)pyrrolidin-2-one methyl-2-(benzyloxy)-6-chloroisonicotinate COC(C1=CC(=NC(=C1)Cl)OCC1=CC=CC=C1)=O.N1CC(CC1)CN1C(CCC1)=O